4-(2-propenoyl-1,2,3,4-tetrahydroisoquinolin-5-yl)-3-chloro-5,6-difluoro-2-methyl-1H-indole-7-carboxamide C(C=C)(=O)N1CC2=CC=CC(=C2CC1)C1=C2C(=C(NC2=C(C(=C1F)F)C(=O)N)C)Cl